N-(2-(4-(4-chlorobenzoyl)piperazin-1-yl)phenyl)-2-methoxy-N-methylbenzamide ClC1=CC=C(C(=O)N2CCN(CC2)C2=C(C=CC=C2)N(C(C2=C(C=CC=C2)OC)=O)C)C=C1